CC=1N=CN(C1)C=1C=C(C=C(C1)C(F)(F)F)NC(=O)C1=CSC=2CN(CCC21)C(=O)OC(C)(C)C tert-butyl 3-((3-(4-methyl-1H-imidazol-1-yl)-5-(trifluoromethyl)phenyl)carbamoyl)-4,7-dihydrothieno[2,3-c]pyridine-6(5H)-carboxylate